COC1=C(C(=CC(=C1)B1OC(C(O1)(C)C)(C)C)OC)CCC(=O)OC methyl 3-(2,6-dimethoxy-4-(4,4,5,5-tetramethyl-1,3,2-dioxaborolan-2-yl)phenyl)propanoate